5-((benzyloxy)methyl)-tetrahydrofuran-2-ol C(C1=CC=CC=C1)OCC1CCC(O1)O